C1(=CC=CC=C1)NC(NC1=C(C=CC=C1)OC(C=C)=O)=O 2-(3-phenylureido)-phenyl-acrylate